BrC=1C=C2C(=NC1)N(N=C2OCCOC)CC2=CC=C(C=C2)OC 5-bromo-1-(4-methoxybenzyl)-3-(2-methoxyethoxy)-1H-pyrazolo[3,4-b]pyridine